CN(C)C[SiH](C1=CC=C(C=C)C=C1)COC 4-(dimethylaminomethylmethoxymethylsilyl)styrene